1-cyclopropyl-3,3,5-trimethyl-7H-pyrrolo[3,2-g]phthalazine-2,8-dione C1(CC1)N1C(C(C=2C=C3C(=NNC(C3=CC21)=O)C)(C)C)=O